C1(CCCC1)C(CC#N)N1N=CC(=C1)C=1C2=C(N=CN1)NC=C2 3-Cyclopentyl-3-[4-(7H-pyrrolo[2,3-d]pyrimidin-4-yl)-1H-pyrazol-1-yl]propanenitrile